ClC1=C(C=CC(=C1)F)C1=CC(OC2=CC(=CC=C12)O[C@@H](C(=O)N1CCCCC1)C)=O (3S)-1-[(2R)-2-[4-(2-chloro-4-fluoro-phenyl)-2-oxo-chromen-7-yl]oxypropanoyl]piperidine